COC(CC1=C(C=C(C=C1)C1=NN(C(=C1C(N)=O)N)C(C)C)OC)=O 2-[4-(5-amino-4-carbamoyl-1-isopropyl-pyrazol-3-yl)-2-methoxy-phenyl]acetic acid methyl ester